C(C1=CC=CC=C1)N1C(=CC(=C1)C1=C(C=CC(=C1)F)F)[C@@H](C(C)(C)C)N(CCCNC(OCC[Si](C)(C)C)=O)C(CN[C@@H](CS)C(=O)O)=O R-(11-{(1R)-1-[1-Benzyl-4-(2,5-difluorophenyl)-1H-pyrrol-2-yl]-2,2-dimethylpropyl}-2,2-dimethyl-6,12-dioxo-5-oxa-7,11-diaza-2-silatridecan-13-yl)-L-cysteine